C(CC)N1C(N=CC(=C1)B1OC(C(O1)(C)C)(C)C)N 1-propyl-5-(4,4,5,5-tetramethyl-1,3,2-dioxaborolan-2-yl)pyrimidin-2-amine